FC1=C(C(=O)N(C2=NC=CC3=C2C=C(S3)C(NC3=CC=NC=C3)=O)[C@H]3CN(CCC3)C(=O)OC(C)(C)C)C=CC(=C1)C=1N=NN(C1)C tert-butyl (R)-3-(2-fluoro-4-(1-methyl-1H-1,2,3-triazol-4-yl)-N-(2-(pyridin-4-ylcarbamoyl)thieno[3,2-c]pyridin-4-yl)benzamido)piperidine-1-carboxylate